C[C@@H]1CCNC(OCC=2C=CC=C(C3=NN(C4=CC(=C(O1)C=C34)C)C3OCCCC3)C2)=O (13R)-13,16-dimethyl-19-(oxan-2-yl)-8,14-dioxa-10,19,20-triazatetracyclo[13.5.2.12,6.018,21]tricosa-1(20),2,4,6(23),15,17,21-heptaen-9-one